CC([C@@H](C(=O)N1[C@H](C[C@@H](C1)O)C(=O)NC)N1N=NC(=C1)CCC1N(CCC1)C)(C)C (2R,4S)-1-[(2S)-3,3-dimethyl-2-[4-[2-(1-methylpyrrolidin-2-yl)ethyl]triazol-1-yl]butyryl]-4-hydroxy-N-methyl-pyrrolidine-2-carboxamide